4-Methoxy-N-{4-[4-(pyrimidin-2-yl)piperazin-1-yl]phenyl}benzamide COC1=CC=C(C(=O)NC2=CC=C(C=C2)N2CCN(CC2)C2=NC=CC=N2)C=C1